C(C)(C)N([C@@H](C)C(=O)O)P(=O)(OC1=CC=CC=C1)Cl.C1(C=CC(N1C=1C=C(OC2=C(C=C(C=C2C(F)(F)F)OC2=CC(=CC=C2)N2C(C=CC2=O)=O)C(F)(F)F)C=CC1)=O)=O 1,4-bis(3-maleimidophenoxy)-2,6-bis(trifluoromethyl)benzene isopropyl-[chloro(phenoxy)phosphoryl]-L-alaninate